methyl 2-[(tert-butoxycarbonyl)amino]-3-zinciopropanoate C(C)(C)(C)OC(=O)NC(C(=O)OC)C[Zn]